C(#N)C=1C=C(C=C(C1)F)[C@H]1N(OCC1)C(=O)[C@@H]1CC[C@H](CC1)CN1C=NC2=C1C=C(C(=C2)F)C(=O)N trans-1-((4-((S)-3-(3-cyano-5-fluorophenyl)isoxazolidine-2-carbonyl)cyclohexyl)methyl)-5-fluoro-1H-benzo[d]imidazole-6-carboxamide